CC(CC(N1CCN(CC1)C1=NC=C(C=N1)C(F)(F)F)=O)OC1CCC=2C1=NNC(C2C(F)(F)F)=O 7-[1-methyl-3-oxo-3-[4-[5-(trifluoromethyl)pyrimidin-2-yl]piperazin-1-yl]propoxy]-4-(trifluoromethyl)-2,5,6,7-tetrahydrocyclopenta[c]pyridazin-3-one